C(C)OC(C)OCC1C(CC[C@H]2C(CCC[C@]12C)(C)C)=O (4aS,8aS)-1-((1-ethoxyethoxy)methyl)-5,5,8a-trimethyloctahydronaphthalen-2(1H)-one